FC1=C(C(=NO)Cl)C=CC=C1 2-fluoro-N-hydroxy-benzimidoyl chloride